ClC=1N=C(C2=C(N1)N(C=C2C2=CC=NC=C2)COCC[Si](C)(C)C)Cl 2,4-dichloro-5-(pyridin-4-yl)-7-((2-(trimethylsilyl)ethoxy)methyl)-7H-pyrrolo[2,3-d]pyrimidine